FC1=C(C=CC=C1F)[C@H]([C@H]1[C@@H]2N(C(C=3N1N=CC(C3O)=O)=O)CCC2)C2=CC(=CC=C2)C(F)(F)F (9aR,10S)-10-((R)-(2,3-Difluorophenyl)(3-(trifluoromethyl)phenyl)methyl)-4-hydroxy-8,9,9a,10-tetrahydro-7H-pyrrolo[1',2':4,5]pyrazino[1,2-b]pyridazin-3,5-dion